CC(C)C1=CC2=CC[C@@H]3[C@@]([C@H]2CC1)(CCCC3(C)C)C Abietadiene